2-((oxobis(3-(4,4,5,5-tetramethyl-1,3,2-dioxaborolan-2-yl)-5-(trifluoromethyl)phenyl)-λ6-sulfanylidene)amino)acetic acid O=S(C1=CC(=CC(=C1)C(F)(F)F)B1OC(C(O1)(C)C)(C)C)(C1=CC(=CC(=C1)C(F)(F)F)B1OC(C(O1)(C)C)(C)C)=NCC(=O)O